1-[[2-(difluoro-methoxy)pyridin-4-yl]methyl]-3-(3-methyl-1-bicyclo[1.1.1]pentanyl)urea FC(OC1=NC=CC(=C1)CNC(=O)NC12CC(C1)(C2)C)F